ethyl (R)-2-methyl-1-(1-(piperidin-4-yl)ethyl)-1H-pyrrolo[2,3-b]pyridine-3-carboxylate CC1=C(C=2C(=NC=CC2)N1[C@H](C)C1CCNCC1)C(=O)OCC